N,N-dimethylethanediamine CN(C)CCN